4-fluoro-3-(pyridin-2-yl)aniline FC1=C(C=C(N)C=C1)C1=NC=CC=C1